(7S)-tert-Butyl 4-benzyl-7-(2-(4,6-dichloro-2-(methylthio)pyrimidin-5-yl)-2-hydroxyethyl)-1,4-diazepane-1-carboxylate C(C1=CC=CC=C1)N1CCN([C@@H](CC1)CC(O)C=1C(=NC(=NC1Cl)SC)Cl)C(=O)OC(C)(C)C